4-(2H-benzo[d][1,2,3]triazol-2-yl)benzene-1,3-diol N=1N(N=C2C1C=CC=C2)C2=C(C=C(C=C2)O)O